Heptadecan-9-yl (S)-8-((2-hydroxypropyl)(8-(nonyloxy)-8-oxooctyl) amino)octanoate O[C@H](CN(CCCCCCCC(=O)OC(CCCCCCCC)CCCCCCCC)CCCCCCCC(=O)OCCCCCCCCC)C